(1-(4-(trifluoromethyl)phenyl)imidazo[1,5-a]pyridin-3-yl)methanamine FC(C1=CC=C(C=C1)C=1N=C(N2C1C=CC=C2)CN)(F)F